C(C1CCCCC1)C1CCCCC1 4,4'-methylene-bis-cyclohexane